4-methyl-3-{[(6-phenylpyrazin-2-yl)methyl]amino}benzamide CC1=C(C=C(C(=O)N)C=C1)NCC1=NC(=CN=C1)C1=CC=CC=C1